FC(CCCCCC1=C(C(=C(C(=C1C)OC1OCCCC1)OC)OC)OC1OCCCC1)F 2,2'-((2-(6,6-difluorohexyl)-5,6-dimethoxy-3-methyl-1,4-phenylene)bis(oxy))bis(tetrahydro-2H-pyran)